N,N'-Dimethyl-L-cystine bis(diethylamide) C(C)N(C([C@H](CSSC[C@@H](C(=O)N(CC)CC)NC)NC)=O)CC